BrC1=C(C=C(C(=C1)F)F)O 2-Bromo-4,5-difluoro-phenol